BrCCO\N=C/1\C(\NC2=CC=CC=C12)=C/1\C(NC2=CC=C(C=C12)C(=O)OC)=O methyl (2Z,3E)-3-((2-bromoethoxy)imino)-2'-oxo-[2,3'-biindolinylidene]-5'-carboxylate